FC(C1=CC=C(C=C1)N1CC(CC2=CC=CC=C12)NS(=O)(=O)CC)(F)F N-(1-(4-(trifluoromethyl)-phenyl)-1,2,3,4-tetrahydro-quinolin-3-yl)ethane-sulfonamide